C1(=CC=CC=C1)C=1N=C(OC1C1=CC=CC=C1)SC(C(=O)NC)C 2-(4,5-diphenyloxazol-2-yl)sulfanyl-N-methyl-propanamide